tetrazoloyloxainine N1N=NN=C1C(=O)C1OC=CC=C1